N1=CC=C(C=C1)C=1NC(C=C(N1)C1CCOCC1)=O 2-(4-pyridinyl)-4-tetrahydropyran-4-yl-1H-pyrimidin-6-one